1-dimethylamino-1,3,5,7,7,7-hexamethyltetrasiloxane CN([SiH](O[SiH](O[SiH](O[Si](C)(C)C)C)C)C)C